N-{8-fluoro-2-methylimidazo[1,2-a]pyridin-6-yl}-2-methyl-5-(piperazin-1-yl)quinoline-8-carboxamide FC=1C=2N(C=C(C1)NC(=O)C=1C=CC(=C3C=CC(=NC13)C)N1CCNCC1)C=C(N2)C